C([O-])([O-])=O.[Cs+].[Cs+] Caesium carbonat